CC1(OC2=C(C1)C=CC=C2NC2=NC(=NC=C2C(=O)N)NC2=C(C=C1CCN(CC1=C2)C)F)C 4-[(2,2-dimethyl-2,3-dihydro-1-benzofuran-7-yl)amino]-2-[(6-fluoro-2-methyl-1,2,3,4-tetrahydroisoquinolin-7-yl)amino]pyrimidine-5-carboxamide